2-(6-(((1S,2S,3R,5R)-2-fluoro-1-methyl-8-azabicyclo[3.2.1]octan-3-yl)oxy)pyridazin-3-yl)-5-(4-methyl-2H-1,2,3-triazol-2-yl)phenol F[C@H]1[C@@]2(CC[C@H](C[C@H]1OC1=CC=C(N=N1)C1=C(C=C(C=C1)N1N=CC(=N1)C)O)N2)C